tert-butyl (1S,2S,5R)-2-(1-hydroxypropyl)-3,8-diazabicyclo[3.2.1]octane-8-carboxylate OC(CC)[C@@H]1[C@@H]2CC[C@H](CN1)N2C(=O)OC(C)(C)C